5-[8-(1,3,2-dioxaborolan-2-yl)-3-isoquinolinyl]-N-methyl-pyridine-2-carboxamide O1B(OCC1)C=1C=CC=C2C=C(N=CC12)C=1C=CC(=NC1)C(=O)NC